N-(3,5-difluorobenzyl)-1-(4-(3,5-dimethyl-1H-1,2,4-triazol-1-yl)-5-fluoropyrimidin-2-yl)-N-methylpiperidine-4-carboxamide FC=1C=C(CN(C(=O)C2CCN(CC2)C2=NC=C(C(=N2)N2N=C(N=C2C)C)F)C)C=C(C1)F